(2S,3R,4S,5S,6R)-2-(((2S,3S,4R)-2-azido-3,4-bis(benzyloxy)octadecyl)oxy)-3,4,5-tris(benzyloxy)-6-((benzyloxy)methyl)tetrahydro-2H-pyran N(=[N+]=[N-])[C@@H](CO[C@H]1O[C@@H]([C@@H]([C@@H]([C@H]1OCC1=CC=CC=C1)OCC1=CC=CC=C1)OCC1=CC=CC=C1)COCC1=CC=CC=C1)[C@@H]([C@@H](CCCCCCCCCCCCCC)OCC1=CC=CC=C1)OCC1=CC=CC=C1